[Na+].CN1C(C(C(C(=C1)C)=O)NC(N[C@@H](CC(=O)[O-])C1=CC(=CC=C1)CC1=CC=C(C=C1)C)=O)=O (S)-3-(3-(1,5-dimethyl-4-oxo-2-oxo-1,2-dihydropyridin-3-yl)ureido)-3-(3-(4-methylbenzyl)phenyl)propanoic acid sodium salt